7-methyl-3-(4-(methylsulfonyl)phenyl)-1H-indole-2-carboxylic acid CC=1C=CC=C2C(=C(NC12)C(=O)O)C1=CC=C(C=C1)S(=O)(=O)C